2-(3,5-dimethoxyphenyl)-3,4,5,6-tetrafluoropyridine COC=1C=C(C=C(C1)OC)C1=NC(=C(C(=C1F)F)F)F